C(C)N=S(C(F)(F)F)(=O)C=1C=CC2=C(N=C(O2)C2=NC=CC=C2S(=O)(=O)CC)C1 ethylimino-[2-(3-ethylsulfonyl-2-pyridyl)-1,3-benzoxazol-5-yl]-oxo-(trifluoromethyl)-lambda6-Sulfane